[1,1'-biphenyl]-4-yl-dibromoborane C1(=CC=C(C=C1)B(Br)Br)C1=CC=CC=C1